morpholinyl-(2-(5-nitro-1H-pyrazolo[3,4-b]pyridin-3-yl)-1H-benzimidazol-6-yl)methanone N1(CCOCC1)C(=O)C=1C=CC2=C(NC(=N2)C2=NNC3=NC=C(C=C32)[N+](=O)[O-])C1